(2S,3S,4S,5S)-4-[[3-(4-Fluoro-2-hydroxy-phenyl)-4,5-dimethyl-5-(trifluoromethyl)tetrahydrofuran-2-carbonyl]amino]pyridin-2-carboxamid FC1=CC(=C(C=C1)[C@H]1[C@H](O[C@@]([C@H]1C)(C(F)(F)F)C)C(=O)NC1=CC(=NC=C1)C(=O)N)O